ClC=1C=C(C(=NC1)CC1CC2(CN(C2)C(=O)N2CC3(C2)CC(C3)C3=NC(=NN3)C3CC3)C1)F [6-[(5-chloro-3-fluoro-2-pyridyl)methyl]-2-azaspiro[3.3]heptan-2-yl]-[6-(3-cyclopropyl-1H-1,2,4-triazol-5-yl)-2-azaspiro[3.3]heptan-2-yl]methanone